C(C)(C)C1=NN(C=N1)C1=CC(=NC=C1)N 4-(3-Isopropyl-1H-1,2,4-triazol-1-yl)pyridin-2-amine